3-(2,3,4,5-tetrafluorophenyl)-6-fluoro-quinoline-4-carboxylic acid FC1=C(C=C(C(=C1F)F)F)C=1C=NC2=CC=C(C=C2C1C(=O)O)F